C[C@H]1[C@H](N1C(=O)OCC1=CC=CC=C1)C(=O)OC benzyl 2-methyl (2S,3S)-3-methylaziridine-1,2-dicarboxylate